NC1=C(C(=NN1C1=CC=CC=C1)C)C1(C(NC2=C(C=CC=C12)C)=O)C=1C(=NN(C1O)C1=CC=CC=C1)C(F)(F)F 3-(5-amino-3-methyl-1-phenyl-1H-pyrazol-4-yl)-3-(5-hydroxy-1-phenyl-3-(trifluoromethyl)-1H-pyrazol-4-yl)-7-methylindoline-2-one